1-[4-[3-[3-methyl-4-[[(1R)-1-phenylethoxy]carbonylamino]isoxazol-5-yl]azetidin-1-yl]phenyl]cyclopropanecarboxylic acid CC1=NOC(=C1NC(=O)O[C@H](C)C1=CC=CC=C1)C1CN(C1)C1=CC=C(C=C1)C1(CC1)C(=O)O